3-(4-Cyclobutoxybenzyl)-1-(4-fluorobenzyl)-1-((1-methylpiperidin-4-yl)methyl)urea C1(CCC1)OC1=CC=C(CNC(N(CC2CCN(CC2)C)CC2=CC=C(C=C2)F)=O)C=C1